methyl (S)-(7-((1-((tert-butyldiphenylsilyl)oxy)-hexan-3-yl)amino)-1-((6-chloro-4-methoxypyridazin-3-yl)methyl)-3-iodo-1H-pyrazolo[4,3-d]pyrimidin-5-yl)carbamate [Si](C1=CC=CC=C1)(C1=CC=CC=C1)(C(C)(C)C)OCC[C@H](CCC)NC=1C2=C(N=C(N1)NC(OC)=O)C(=NN2CC=2N=NC(=CC2OC)Cl)I